O=C1CCC2=CC(=CC=C12)C(=O)O 1-oxo-2,3-dihydro-1H-indene-5-carboxylic acid